N-(6-methyl-5-((1-methyl-6-((1-methyl-1H-pyrazol-4-yl)amino)-1H-pyrazolo[3,4-d]pyrimidin-3-yl)amino)pyridin-3-yl)-2-(5-azaspiro[2.4]heptan-5-yl)acetamide CC1=C(C=C(C=N1)NC(CN1CC2(CC2)CC1)=O)NC1=NN(C2=NC(=NC=C21)NC=2C=NN(C2)C)C